C(CC1=CC=CC=C1)N1CCC(CC1)NC=1C=C(C=CC1)NC(OC(C)(C)C)=O tert-Butyl (3-((1-phenethylpiperidin-4-yl)amino)phenyl)carbamate